3,5-bis(propan-2-yl)-1,2,4-trithiolane CC(C)C1SSC(S1)C(C)C